C(C1=CC=CC=C1)OC([C@@](N)(CCCCN)C(CCCCCCC\C=C/CCCCCCCC)=O)=O ls-2-oleoyl-lysine benzyl ester